Methyl 6-formylpicolinate C(=O)C1=CC=CC(=N1)C(=O)OC